N-((cis)-3-((7-cyano-5-(isopropylamino)-2,6-naphthyridin-3-yl)amino)cyclobutyl)acetamide C(#N)C1=NC(=C2C=C(N=CC2=C1)N[C@H]1C[C@H](C1)NC(C)=O)NC(C)C